C(=C)=C1C2C=CC(C1)C2 vinylidene-norbornene